COC(\C=C\C1=C(C(=CC=C1N)Cl)F)=O (E)-3-(6-amino-3-chloro-2-fluorophenyl)acrylic acid methyl ester